CS(=O)(C)=NC1=CC=C(C=N1)C(=O)Cl 6-[[Dimethyl(oxo)-λ6-sulfanylidene]amino]pyridine-3-carbonyl chloride